2-chloro-5-(3-chloro-2-fluorophenoxy)-N-[2-(3,4-dimethylphenyl)-2,2-difluoroethyl]-3-methylpyridine ClC1N(C=C(C=C1C)OC1=C(C(=CC=C1)Cl)F)CC(F)(F)C1=CC(=C(C=C1)C)C